[Si](C)(C)(C(C)(C)C)OCCOC1=CC=C(C=C1)I 4-(tert-butyldimethylsilyloxy-ethoxy)-iodobenzene